6-fluoro-7-[3-(2-hydroxyethoxy)azetidin-1-yl]-4-oxo-1-(1,3-thiazol-2-yl)-1,4-dihydro-1,8-naphthyridine-3-carboxylic acid FC=1C=C2C(C(=CN(C2=NC1N1CC(C1)OCCO)C=1SC=CN1)C(=O)O)=O